CN1N=C(C(=C1OCC1=C(C=CC=C1)N(C(OC)=O)OC)C)C1=CC=CC=C1 methyl N-[2-[[(1,4-dimethyl-3-phenyl-1H-pyrazol-5-yl)oxy]methyl]phenyl]-N-methoxy-carbamate